CC(C(=O)[O-])(C)S Methyl-mercaptopropionate